(S)-2-(4-amino-3-isopropoxy-1H-pyrazol-1-yl)propanenitrile NC=1C(=NN(C1)[C@H](C#N)C)OC(C)C